ClC=1C=C(C=CC1)CN1C(CCC1=O)CC(=O)NS(=O)(=O)C 2-[1-[(3-chlorophenyl)methyl]-5-oxopyrrolidin-2-yl]-N-methylsulfonylacetamide